(2-(Trifluoromethyl)-6,7-dihydro-5H-benzo[c]imidazo[1,2-a]azepine-9-yl)methylamine FC(C=1N=C2N(CCCC3=C2C=CC(=C3)CN)C1)(F)F